methyl 2-[5-[3-[2-(5-bromo-2-nitro-anilino)-1-methyl-ethyl]phenyl]-1-methyl-pyrazol-4-yl]-6-methyl-pyridine-4-carboxylate BrC=1C=CC(=C(NCC(C)C=2C=C(C=CC2)C2=C(C=NN2C)C2=NC(=CC(=C2)C(=O)OC)C)C1)[N+](=O)[O-]